3-[(4-amino-8-methoxy-5,5-dimethyl-6H-benzo[H]quinazolin-7-yl)amino]propane-1,2-diol NC1=NC=NC=2C3=C(CC(C12)(C)C)C(=C(C=C3)OC)NCC(CO)O